(S)-benzyl (1-((6-Bromo-3-(oct-7-en-1-yl)pyridin-2-yl)amino)-1-oxopent-4-en-2-yl)(methyl)carbamate BrC1=CC=C(C(=N1)NC([C@H](CC=C)N(C(OCC1=CC=CC=C1)=O)C)=O)CCCCCCC=C